benzo[h]quinolone N1C(C=CC2=CC=C3C(=C12)C=CC=C3)=O